m-xylol CC1=CC(=CC=C1)C